(R)-4-(4-(4-chloro-2,3-difluorophenyl)-6,7-dimethylpteridin-2-yl)-2-(2-methylpyridin-4-yl)morpholine ClC1=C(C(=C(C=C1)C1=NC(=NC2=NC(=C(N=C12)C)C)N1C[C@H](OCC1)C1=CC(=NC=C1)C)F)F